CC1=C(C=CC(=C1)C)C1=CC=C(C=C1)CCOC1C2C=CC(C1)C2 5-(2-(2',4'-dimethyl-[1,1'-biphenyl]-4-yl)ethoxy)bicyclo[2.2.1]hept-2-ene